ClC1=C(C#N)C=CC(=C1)N1CC2(C[C@@H]1C)CCN(CC2)C2=CC=C(C=C2)C(=O)N2CCC(CC2)CN2CC(N(CC2)C2=CC(=CC=C2)NC2C(NC(CC2)=O)=O)=O 2-Chloro-4-((3S)-8-(4-(4-((4-(3-((2,6-dioxopiperidin-3-yl)amino)phenyl)-3-oxopiperazin-1-yl)methyl)piperidine-1-carbonyl)phenyl)-3-methyl-2,8-diazaspiro[4.5]decan-2-yl)benzonitrile